4-((4'-((5-(3-carbamoyl-5-methyl-1H-pyrazol-1-yl)-1H-indol-1-yl)methyl)-[1,1'-biphenyl]-4-yl)methyl)piperazine-1-carboxylic acid tert-butyl ester C(C)(C)(C)OC(=O)N1CCN(CC1)CC1=CC=C(C=C1)C1=CC=C(C=C1)CN1C=CC2=CC(=CC=C12)N1N=C(C=C1C)C(N)=O